C(C)C(COC1=CC=CC2=C(C3=CC=CC=C3C(=C12)CC)CC)CC 2-ethyl-9,10-diethyl-butoxyanthracene